(S)-5-(2-((3-(4-(5-cyclopropylpyrimidin-2-yl)piperazin-1-yl)-3-oxopropoxy)methyl)azetidin-1-yl)-4-(trifluoromethyl)pyridazin C1(CC1)C=1C=NC(=NC1)N1CCN(CC1)C(CCOC[C@H]1N(CC1)C=1C(=CN=NC1)C(F)(F)F)=O